1,2-oxazol-5-ylmethanol O1N=CC=C1CO